CC1=CC=C(C=C1)S(=O)(=O)OCCOCCOCCOCCN=[N+]=[N-] 2-[2-[2-(2-azidoethoxy)ethoxy]ethoxy]ethyl 4-methylbenzenesulfonate